C1(CC1)NC(C1=CC(=C(C=C1)C)C=1C=NC(=C(C1)C1=CN=CO1)NC(CO)(C)C)=O N-cyclopropyl-3-(6-((1-hydroxy-2-methylpropan-2-yl)amino)-5-(oxazol-5-yl)pyridin-3-yl)-4-methylbenzamide